2-chloromethylpiperidine-3-carboxamide ClCC1NCCCC1C(=O)N